NCC(CN1N=NN(C1=O)C1=CC=C(C=C1)C=1C=C2CCC(NC2=C(C1)C)=O)=C(F)F 6-[4-[4-[2-(aminomethyl)-3,3-difluoro-allyl]-5-oxo-tetrazol-1-yl]phenyl]-8-methyl-3,4-dihydro-1H-quinolin-2-one